N1N=CC2=CC(=CC=C12)NC(=O)N 1-(1H-indazol-5-yl)urea